C1(CC1)COC=1C(=CC(=NC1)C1=NSC(=N1)NC1=NC=CC=C1C)C(F)(F)F 3-(5-(cyclopropylmethoxy)-4-(trifluoromethyl)pyridin-2-yl)-N-(3-methyl-pyridin-2-yl)-1,2,4-thiadiazol-5-amine